(RS)-1-(4-iodophenyl)ethanol IC1=CC=C(C=C1)[C@@H](C)O |r|